tert-butyl (R)-((3-(6-cyano-2-(4,4-difluoroazepan-1-yl)-4-methylnicotinamido) phenyl)(methyl)(oxo)-λ6-sulfaneylidene)carbamate C(#N)C1=NC(=C(C(=O)NC=2C=C(C=CC2)[S@](=O)(C)=NC(OC(C)(C)C)=O)C(=C1)C)N1CCC(CCC1)(F)F